[N+](=O)([O-])C1=CC=C(C=C1)N1N=C(C2=CN(C=3N=CN=C1C32)COCC[Si](C)(C)C)NC3=CC=C(C=C3)OC3=CC=CC=C3 5-(4-Nitrophenyl)-N-(4-phenoxyphenyl)-1-((2-(trimethylsilyl)ethoxy)methyl)-1,5-dihydro-1,4,5,6,8-pentaaza-acenaphthylen-3-amine